OP(O)OP(O)O.C1=CC=C(C=C1)C1=CC=CC=C1.C(C)(C)(C)C1=C(C=CC(=C1)C(C)(C)C)O (2,4-di-t-butylphenol) 4,4'-biphenyl-diphosphite